7-[1-(5,6-Dihydroxy-1,3-dioxo-2,3-dihydro-1H-isoindol-2-yl)ethyl]-3-[3-fluoro-4-(methanesulfonylmethyl)phenyl]-1H-indole-2-carboxylic acid OC=1C=C2C(N(C(C2=CC1O)=O)C(C)C=1C=CC=C2C(=C(NC12)C(=O)O)C1=CC(=C(C=C1)CS(=O)(=O)C)F)=O